ClC=1C=CC=C2C=CC=C(C12)C1C=2C(=C(C(=NC2CNC1)OC[C@H]1N(CCC1)C)C#N)N1C[C@@H](NCC1)CC#N (8-chloronaphthalen-1-yl)-4-((S)-3-(cyanomethyl)piperazin-1-yl)-2-(((S)-1-methylpyrrolidin-2-yl)methoxy)-5,6,7,8-tetrahydro-1,7-naphthyridine-3-carbonitrile